NCC1(CCOCC1)NC(C)C 4-(aminomethyl)-N-isopropyltetrahydro-2H-pyran-4-amine